[N+](=[N-])=C(C(=O)OCC)/C(=C/C)/O[Si](C)(C)C ethyl (Z)-2-diazo-3-trimethylsilyloxypent-3-enoate